5-((1S)-1-(6-chloro-4,4-dimethyl-1,1-dioxo-3,4-dihydro-2H-benzo[e][1,2]thiazin-2-yl)-2-(6-fluoro-2,3-dimethylphenyl)propyl)-1,3,4-oxadiazol-2(3H)-one ClC=1C=CC2=C(C(CN(S2(=O)=O)[C@@H](C(C)C2=C(C(=CC=C2F)C)C)C2=NNC(O2)=O)(C)C)C1